FC(C(=O)O)(F)F.NC=1C=2N(C=C(N1)C(F)(F)F)C(=CN2)C=2C=C(C=CC2C)S(=O)(=O)NC21COC(C2)(C1)C 3-(8-Amino-6-(trifluoromethyl)imidazo[1,2-a]pyrazin-3-yl)-4-methyl-N-(1-methyl-2-oxabicyclo[2.1.1]hexan-4-yl)benzenesulfonamide Trifluoroacetate Salt